(S)-N-((S)-cyano((R)-4,4-difluorocycloheptyl)methyl)-4-methylbenzenesulfinamide C(#N)[C@@H](N[S@@](=O)C1=CC=C(C=C1)C)[C@H]1CCC(CCC1)(F)F